FC(C1=NN=C(O1)C1=CC=C(CN2C(N(C3=C2C=C(C=C3)C=3C=NC=CC3)C3CCN(CC3)C)=O)C=C1)F 3-(4-(5-(difluoromethyl)-1,3,4-oxadiazole-2-yl)benzyl)-1-(1-methylpiperidine-4-yl)-5-(pyridine-3-yl)-1,3-dihydro-2H-benzo[d]imidazole-2-one